FC(OC=1C=NC(=NC1)N[C@@H]1C[C@H](CC1)NC1=CC=C(C=N1)N1C(C(=CC=C1)C1=NN=NN1)=O)F 6'-(((1S,3S)-3-((5-(difluoromethoxy)pyrimidin-2-yl)amino)cyclopentyl)amino)-3-(1H-tetrazol-5-yl)-2H-[1,3'-bipyridine]-2-one